4,7-bis(8-bromonaphthalen-1-yl)benzo[c][1,2,5]thiadiazole BrC=1C=CC=C2C=CC=C(C12)C1=CC=C(C2=NSN=C21)C2=CC=CC1=CC=CC(=C21)Br